N-isobutyl-ethane-1,2-diamine C(C(C)C)NCCN